tert-butyl 2-[(16R)-19-amino-3-cyano-13-fluoro-8,16-dimethyl-9-oxo-17-oxa-4,5,8,20-tetraazatetracyclo[16.3.1.02,6.010,15]docosa-1(22),2,5,10(15),11,13,18,20-octaen-4-yl]acetate NC1=C2O[C@@H](C=3C=C(C=CC3C(N(CC3=NN(C(=C3C(C=N1)=C2)C#N)CC(=O)OC(C)(C)C)C)=O)F)C